1-(6-(2,4-Dimethoxypyrimidin-5-yl)-4-((1S,2R)-2-isopropylcyclopropyl)pyridazin-3-yl)Ethan-1-one COC1=NC=C(C(=N1)OC)C1=CC(=C(N=N1)C(C)=O)[C@@H]1[C@H](C1)C(C)C